O=C(CCC(=O)OC)NC[C@H]1OC([C@@H]([C@@H]1O)O)O methyl 4-oxo-4-[[(2R,3S,4R)-3,4,5-trihydroxy tetrahydrofuran-2-yl] methylamino]-butyrate